O1C(=CC=C1C=O)C=O 2,5-Furandicarbaldehyde